(S)-5-(2,4-difluorophenoxy)-1-isobutyl-1H-indazole-6-carboxylic acid {1-hydroxymethyl-3-[(2-methoxyethyl)methylamino]propyl} amide OC[C@H](CCN(C)CCOC)NC(=O)C1=C(C=C2C=NN(C2=C1)CC(C)C)OC1=C(C=C(C=C1)F)F